(1S,2R,4R)-7-oxa-bicyclo[2.2.1]Heptane-2-carboxylic acid [C@@H]12[C@@H](C[C@@H](CC1)O2)C(=O)O